C1(=CC=CC2=CC=CC=C12)NC1=CC=CC2=CC=CC=C12 di(1-naphthyl)amine